O=C1NC(CCC1N1C(C2=CC=CC(=C2C1=O)NCCOCCOCCOCCOCCNC(C1=CC=C(C(=O)NC2=CC3=C(NC(=N3)CN3[C@H](CCC3)C)C=C2)C=C1)=O)=O)=O N1-(14-((2-(2,6-dioxopiperidin-3-yl)-1,3-dioxoisoindolin-4-yl)amino)-3,6,9,12-tetraoxatetradecyl)-N4-(2-(((S)-2-methylpyrrolidin-1-yl)methyl)-1H-benzo[d]imidazol-5-yl)terephthalamide